1,1,1,2,4,4-hexafluoro-2-butene FC(C(=CC(F)F)F)(F)F